COC1=CC(=CN=N1)C=1C=CC2=C(C1)COC1=NC(=CC=C12)OC1C[C@H]2COC[C@@H](C1)N2C (1R,5S,7r)-7-{[8-(6-methoxypyridazin-4-yl)-6H-isochromeno[3,4-b]pyridin-3-yl]oxy}-9-methyl-3-oxa-9-azabicyclo[3.3.1]nonane